N-Phenyl-2-p-Tolylthiazole-4-Carboxamide C1(=CC=CC=C1)NC(=O)C=1N=C(SC1)C1=CC=C(C=C1)C